2,3-Dimethoxyprop-1-en COC(=C)COC